2-(4-chloro-1,5-diphenyl-pyrazol-3-yl)oxopropanoic acid ClC=1C(=NN(C1C1=CC=CC=C1)C1=CC=CC=C1)C(C(=O)O)C=O